C1NC=CC=2C(=CC=CC12)S(=O)(=O)Cl dihydroisoquinoline-5-sulfonyl chloride